FC1=CC=C(C=C1)C1=C(N(C2=CC=CC=C12)C(C)C)C=CC=CC(=O)C=1C(OC2=C(C1)C=CC=C2)=O 3-(5-(3-(4-fluorophenyl)-1-isopropyl-1H-indol-2-yl)-2,4-pentadienoyl)-2H-1-benzopyran-2-one